BrC1=CC=C2CCC3(CC=4N=C(N=C(C4CO3)O)SC)C2=C1 6-bromo-2'-(methylthio)-2,3,5',8'-tetrahydrospiro[indene-1,7'-pyrano[4,3-d]pyrimidin]-4'-ol